1,1'-(2-hydroxyethylazanediyl)bis(4-nitro-4-methylpentan-2-ol) OCCN(CC(CC(C)([N+](=O)[O-])C)O)CC(CC(C)(C)[N+](=O)[O-])O